2-(1H-7-azabenzotriazole-1-yl)-1,1,3,3-tetramethyluronium tetrafluoroborate F[B-](F)(F)F.N1(N=NC2=C1N=CC=C2)OC(=[N+](C)C)N(C)C